4,5-diamino-1,2-bis(2-hydroxyethyl)-1,2-dihydro-pyrazol-3-one NC=1C(N(N(C1N)CCO)CCO)=O